C(ON1C(CCC1=O)=O)(OC(CC1=C(C=C(C=C1)C(=O)N1CCN(CC1)C(C1=CC=CC=C1)(C1=CC=CC=C1)C1=CC=CC=C1)[N+](=O)[O-])C)=O 2,5-Dioxopyrrolidin-1-yl (1-(2-Nitro-4-(4-triphenylmethylpiperazine-1-Carbonyl)Phenyl)Propan-2-yl) Carbonate